N1(C=NC=C1)CC1=CC=C(C(=O)N)C=C1 4-[(1H-imidazol-1-yl)methyl]benzamide